(2S)-2-(hydroxymethyl)pyrrolidine-1-carboxylic acid OC[C@H]1N(CCC1)C(=O)O